C(=O)NC1=CSC2=C1N=CN=C2C#CC2=CC=C(C=C2)B(O)O 4-(2-[7-formamidothieno[3,2-d]pyrimidin-4-yl]ethynyl)-phenylboronic acid